2-[2-(tert-butyldimethylsilyl)ethynyl]-5-{4-chloro-7-methyl-7H-pyrrolo[2,3-d]pyrimidin-6-yl}-4-methylpyridine [Si](C)(C)(C(C)(C)C)C#CC1=NC=C(C(=C1)C)C1=CC2=C(N=CN=C2Cl)N1C